COC1=C(C(=O)NS(=O)(=O)C2=CC=C(C=C2)NC(=O)NC)C=CC=C1 N-(2-methoxy-benzoyl)-4-[(methylamino-carbonyl)-amino]-benzenesulphonamide